4-Fluoro-2,2-dimethyl-2,3-dihydrobenzofuran-5-carboxylic acid methyl ester COC(=O)C=1C=CC2=C(CC(O2)(C)C)C1F